1-(3-(3-(benzyloxy)phenyl)cyclopentyl)ethan-1-one C(C1=CC=CC=C1)OC=1C=C(C=CC1)C1CC(CC1)C(C)=O